C(C)(C)(C)C=1C=CC(=C(C1)C1CC2(C1)CCN(CC2)C(=O)OC(C)(C)C)C tert-Butyl 2-(5-(tert-butyl)-2-methylphenyl)-7-azaspiro[3.5]nonane-7-carboxylate